O1CCC2=C1C(=CC=C2)C2=NN1C(NC(=CC1=O)C1=CC=C(C#N)C=C1)=C2C 4-(2-(2,3-dihydrobenzofuran-7-yl)-3-methyl-7-oxo-4,7-dihydropyrazolo[1,5-a]pyrimidin-5-yl)benzonitrile